S(=O)(=O)(O)C(C(=O)[O-])CC(=O)[O-] 2-sulfosuccinate